CC1=NC=C(C#N)C=C1 6-methyl-nicotinonitrile